Cyclopropyl((2-(2-methoxy-6-((4-methoxybenzyl)amino)pyridin-4-yl)-6-((R)-3-methylmorpholino)pyrimidin-4-yl)imino)(methyl)-λ6-sulfanone C1(CC1)S(=O)(C)=NC1=NC(=NC(=C1)N1[C@@H](COCC1)C)C1=CC(=NC(=C1)NCC1=CC=C(C=C1)OC)OC